(1RS,2SR,6RS,7RS,8SR)-tricyclo[5.2.1.0~2,6~]dec-3-en-8-yl 2-methylpropanoate CC(C(=O)O[C@@H]1[C@H]2[C@@H]3CC=C[C@@H]3[C@@H](C1)C2)C |r|